aluminum lead (ii) 4-amino-N-(1-methylcyclobutyl)pyridine-2-carboxamide NC1=CC(=NC=C1)C(=O)NC1(CCC1)C.[Pb+2].[Al+3]